1-(4,4-difluorocyclohex-1-en-1-yl)-8-((3S,5R)-3,5-dimethylpiperazin-1-yl)-3-(pyridin-2-yl)-10-(trifluoromethyl)-3,4-dihydro-2H,6H-[1,4]thiazepino[2,3,4-ij]quinazolin-6-one FC1(CC=C(CC1)S1CC(CN2C(N=C(C3=CC(=CC1=C23)C(F)(F)F)N2C[C@@H](N[C@@H](C2)C)C)=O)C2=NC=CC=C2)F